2-chloro-4-(difluoromethyl)-6-methylpyrimidine ClC1=NC(=CC(=N1)C(F)F)C